C1N(CC2C1CNC2)C(=O)C2=C(C=CC=C2N2N=CC=N2)F (hexahydropyrrolo[3,4-c]pyrrol-2(1H)-yl)(2-fluoro-6-(2H-1,2,3-triazol-2-yl)phenyl)methanone